2-(4,6-dimethyl-1H-indol-1-yl)aniline CC1=C2C=CN(C2=CC(=C1)C)C1=C(N)C=CC=C1